(3S,4R)-1-(3,4,5-trimethoxyphenyl)-4-(4-bromobutoxy-4-methoxyphenyl)-3-hydroxymethylazetidin-2-one COC=1C=C(C=C(C1OC)OC)N1C([C@@H]([C@@H]1C1=C(C=C(C=C1)OC)OCCCCBr)CO)=O